CC1(COC1)OC1=CC(=NC=N1)C(=O)NC1=CC(=NC=C1)C(F)(F)F 6-((3-methyloxetan-3-yl)oxy)-N-(2-(trifluoromethyl)pyridin-4-yl)pyrimidine-4-carboxamide